C(C)OC1=CN=CC(=N1)C=1C=C(C(=O)N)C=CC1 3-(6-ethoxypyrazin-2-yl)benzamide